O=C1NC(CCC1C1=C(C#N)C=C(C=C1)N1CC(C1)O)=O 2-(2,6-dioxopiperidin-3-yl)-5-(3-hydroxyazetidin-1-yl)benzonitrile